tert-butyl (1S,3aR,6aS)-1-{[(2S)-1-[(3S)-2-oxopyrrolidin-3-yl]but-3-yn-2-yl]carbamoyl}-hexahydro-1H-cyclopenta[c]pyrrole-2-carboxylate O=C1NCC[C@H]1C[C@@H](C#C)NC(=O)[C@H]1N(C[C@H]2[C@@H]1CCC2)C(=O)OC(C)(C)C